ClC=1C=C(C=NC1N1N=CC=N1)NC(=O)C=1C=NN(C1C(F)(F)F)C=1C=CC=C2C(=CN=CC12)C N-(5-Chloro-6-(2H-1,2,3-triazol-2-yl)pyridin-3-yl)-1-(4-methylisochinolin-8-yl)-5-(trifluoromethyl)-1H-pyrazol-4-carboxamid